NCCCCNS(=O)(=O)C=1C=C(C=CC1C)NC(CN1N=CC(=C(C1=O)Cl)Cl)=O N-[3-(4-aminobutylsulfamoyl)-4-methyl-phenyl]-2-(4,5-dichloro-6-oxo-pyridazin-1-yl)acetamide